FC(C=1C=C(C=CC1O)C(CC1=CC=C(C=C1)O)(C)C1=CC(=C(C=C1)O)C(F)(F)F)(F)F 2,2-Bis(3-trifluoromethyl-4-hydroxyphenyl)-1-(4-hydroxyphenyl)propane